C1(CC1)S(=O)(=O)N1N=CC(=C1)C1=NC=CC(=N1)C1(C=C(C(=CN1)C1=NC=C(C=C1)CN1CCOCC1)NC(C)C)N 6'-(2-(1-(Cyclopropylsulfonyl)-1H-pyrazol-4-yl)pyrimidin-4-yl)-N4'-isopropyl-5-(morpholinomethyl)-[2,3'-bipyridine]-4',6'-diamine